2-ethylhexadecyl 3,5-dihydroxyphenylacetate OC=1C=C(C=C(C1)O)CC(=O)OCC(CCCCCCCCCCCCCC)CC